C1(CCCC1)OC=1C=C(C=CC1OC)N1C(C2=CC=CC=C2C1)=O 2-(3-(cyclopentyloxy)-4-methoxyphenyl)isoindolin-1-one